[K+].CC(C(CS(=O)(=O)[O-])=O)(C)C 3,3-dimethyl-2-oxo-butanesulfonic acid potassium salt